ClC1=CC=C2C=CC=NC2=C1NS(=O)(=O)C1=NC=CN=C1OC N-(7-chloro-quinolin-8-yl)-3-methoxypyrazine-2-sulfonamide